lithium 2-mercaptophenoxide SC1=C([O-])C=CC=C1.[Li+]